CC(C(=O)N1N=CC2=CC3=C(C=C12)C(=C(N3C3=CC=C(C=C3)F)C(CC#N)(C)C)I)(C)C 3-[1-(2,2-dimethylpropionyl)-5-(4-fluorophenyl)-7-iodo-pyrrolo[2,3-f]indazol-6-yl]-3-methyl-butyronitrile